(3-bromo-2-fluorophenyl)-3-methyl-1H-pyrazole-5-carboxylic acid ethyl ester C(C)OC(=O)C1=CC(=NN1C1=C(C(=CC=C1)Br)F)C